(1S,2R)-ethyl 2-isopropylcyclopropane-1-carboxylate C(C)(C)[C@@H]1[C@H](C1)C(=O)OCC